N1C(=CC=C1)C=1C=C(C=CC1)N(C1=NC=2N(C3=CC=CC=C13)C=NN2)C N-(3-(1H-Pyrrol-2-yl)phenyl)-N-methyl-[1,2,4]triazolo[4,3-a]quinazolin-5-amine